C(=O)(O)C1=CC(=C(C=C1)B1OC(C)(C)C(C)(C)O1)F 4-carboxy-2-fluorophenylboronic acid pinacol ester